[Si].[Ni].[Cr].[Cu] Copper chromium nickel silicon